C(C1=CC=CC=C1)(C1=CC=CC=C1)N1CCN(CC1)C(=O)OC(C)(C)C tert-butyl 4-benzhydrylpiperazine-1-carboxylate